The molecule is a pentacyclic triterpenoid that is beta-amyrin carrying an additional hydroxy substituent at position 30 as well as an oxo group at position 11. It is a pentacyclic triterpenoid and a cyclic terpene ketone. It derives from a beta-amyrin. C[C@]12CC[C@](C[C@H]1C3=CC(=O)[C@@H]4[C@]5(CC[C@@H](C([C@@H]5CC[C@]4([C@@]3(CC2)C)C)(C)C)O)C)(C)CO